C(C)(C)(C)OC(=O)N(C1=CC(=NC=2N1N=CC2C(C)C)NC[C@@H]2[C@H](CN(CC2)C(=O)OC(C)(C)C)O)CC=2N=C1N(C=CC=C1)C2 tert-Butyl (3R,4R)-4-(((7-((tert-butoxycarbonyl)(imidazo[1,2-a]pyridin-2-ylmethyl)amino)-3-isopropylpyrazolo[1,5-a]pyrimidin-5-yl)amino)methyl)-3-hydroxypiperidine-1-carboxylate